FC1=C(C(=CC=C1)C)C1=C2C=CN=CC2=CC(=C1)NC1CCN(CC1)C(=O)OC(C)(C)C tert-butyl 4-[[5-(2-fluoro-6-methyl-phenyl)-7-isoquinolyl]amino]piperidine-1-carboxylate